COC(C1=C(N=CC=C1)CCl)=O 2-chloromethyl-nicotinic acid methyl ester